(S)-1-(3-benzyl-1,2,4-oxadiazol-5-yl)-5-((tert-butoxycarbonyl)amino)pentane C(C1=CC=CC=C1)C1=NOC(=N1)CCCCCNC(=O)OC(C)(C)C